N-((1-methyl-3-oxo-2,3,5,6,7,8-hexahydroisoquinolin-4-yl)methyl)-5-(trifluoromethyl)picolinamide CC=1NC(C(=C2CCCCC12)CNC(C1=NC=C(C=C1)C(F)(F)F)=O)=O